(R)-2-((1-(2-cyano-3-(4,6-dihydro-5H-pyrrolo[3,4-d]thiazol-5-yl)-7-methylquinoxalin-5-yl)ethyl)amino)-benzoic acid C(#N)C1=NC2=CC(=CC(=C2N=C1N1CC=2N=CSC2C1)[C@@H](C)NC1=C(C(=O)O)C=CC=C1)C